FC(C1=NN=C(O1)C1=CC(=C(CN(C=2C(C(C2N2CCSCC2)=O)=O)C2=CC=CC=C2)C=C1)F)F 3-((4-(5-(difluoromethyl)-1,3,4-oxadiazol-2-yl)-2-fluorobenzyl)(phenyl)amino)-4-thiomorpholinocyclobut-3-en-1,2-dione